CN1[C@@H](CCCC1)COC1=CC=C2CCC3(C2=C1)CCC(CC3)C(=O)O 6'-{[(2s)-1-methylpiperidin-2-yl]methoxy}-2',3'-dihydrospiro[cyclohexane-1,1'-indene]-4-carboxylic acid